1H-indazole-oxide [NH+]1(N=CC2=CC=CC=C12)[O-]